CN1CC(C1)(C)[C@@](C=1C=C(C=NC1)C=1N=C(N(N1)C(C)C)C1CC(N(CC1)C)=O)(C1=CC=C(C=C1)C(C)C)O 4-(5-{5-[(R)-(1,3-dimethyl-azetidin-3-yl)-hydroxy-(4-isopropyl-phenyl)-methyl]-pyridin-3-yl}-2-isopropyl-2H-[1,2,4]triazol-3-yl)-1-methyl-piperidin-2-one